(Z)-4-((3-((4-amino-2-fluorobut-2-en-1-yl)sulfonyl)phenoxy)methyl)-N,N-dimethylbenzenesulfonamide hydrochloride Cl.NC\C=C(\CS(=O)(=O)C=1C=C(OCC2=CC=C(C=C2)S(=O)(=O)N(C)C)C=CC1)/F